(2S)-2-[9H-fluoren-9-ylmethoxycarbonyl(methyl)amino]-3-(3-thienyl)propanoic acid C1=CC=CC=2C3=CC=CC=C3C(C12)COC(=O)N([C@H](C(=O)O)CC1=CSC=C1)C